5-((1,3-dioxolan-2-yl)methyl)-5-(pyridine-2-yl)piperidine-2-one O1C(OCC1)CC1(CCC(NC1)=O)C1=NC=CC=C1